C1[C@H]2N(C(CN1)=O)CCC2 (S)-hexahydropyrrolo[1,2-a]pyrazin-4(1H)-one